OC1=CC(=NN1C1=NC=CC=C1C)C(=O)O 5-hydroxy-1-(3-methylpyridin-2-yl)-1H-pyrazole-3-carboxylic acid